C(C)(C)N1N=CC(=C1)NC=1C(=NC(=C(N1)NC)C=1C2=C(C=NC1)N(C=N2)C)C(=O)OC Methyl 3-[(1-isopropylpyrazol-4-yl)amino]-5-(methylamino)-6-(3-methylimidazo[4,5-c]pyridin-7-yl)pyrazine-2-carboxylate